12-((6-(5-(((cyclohexyloxy)carbonyl)amino)-6-methylpyridin-3-yl)benzo[d]thiazol-2-yl)amino)-12-oxododecanoic acid C1(CCCCC1)OC(=O)NC=1C=C(C=NC1C)C1=CC2=C(N=C(S2)NC(CCCCCCCCCCC(=O)O)=O)C=C1